C(C1=CC=CC=C1)N1CCC(CC1)CCNC(=O)N1CCN(CC1)C1=NC=C(C=N1)C(F)(F)F N-[2-(1-benzylpiperidin-4-yl)ethyl]-4-[5-(trifluoromethyl)pyrimidin-2-yl]piperazine-1-carboxamide